6-methoxy-4-methyl-N-[3-methyl-1-(oxan-4-yl)pyrazolo[3,4-d]pyrimidin-6-yl]pyridin-3-amine COC1=CC(=C(C=N1)NC1=NC=C2C(=N1)N(N=C2C)C2CCOCC2)C